C1(CC1)COC1=CC=C(C=N1)NC1=NC(=NC(=N1)NC(C)C)C1=CC=CC=C1 N2-(6-(cyclopropylmethoxy)pyridin-3-yl)-N4-isopropyl-6-phenyl-1,3,5-triazine-2,4-diamine